1-(2-(3-cyclopropyl-1H-pyrazol-1-yl)-6-((4,4-difluorocyclohexyl)amino)pyrimidin-4-yl)-2,2,2-trifluoroethan-1-ol C1(CC1)C1=NN(C=C1)C1=NC(=CC(=N1)C(C(F)(F)F)O)NC1CCC(CC1)(F)F